1-chloro-4-(acryloyloxy)thioxanthone ClC1=CC=C(C=2SC3=CC=CC=C3C(C12)=O)OC(C=C)=O